C(C)(C)(C)OC(=O)N1[C@@H](CN(CC1)C=1C(=CC=2N=CN=C(C2N1)NC1=CC(=C(C=C1)OC1=CC=2N(C=C1)N=CN2)C)Br)CO (S)-4-(4-((4-([1,2,4]triazolo[1,5-a]pyridin-7-yloxy)-3-methylphenyl)amino)-7-bromopyrido[3,2-d]pyrimidin-6-yl)-2-(hydroxymethyl)piperazine-1-carboxylic acid tert-butyl ester